((3aR,4R,6S,6aS)-6-(7-amino-1H-pyrazolo[4,3-d]pyrimidin-3-yl)-2-methoxytetrahydrofuro[3,4-d][1,3]dioxol-4-yl)methyl tetrahydrogen triphosphate O(P(O)(=O)OP(=O)(O)OP(=O)(O)O)C[C@H]1O[C@H]([C@@H]2OC(O[C@@H]21)OC)C2=NNC1=C2N=CN=C1N